ClC1=C(C=C(C=C1)C#N)C=1NC2=CC(=C(C(=C2C(C1)=O)F)C=1C=CC(=C(C(=O)OC)C1)F)F methyl 5-(2-(2-chloro-5-cyanophenyl)-5,7-difluoro-4-oxo-1,4-dihydroquinolin-6-yl)-2-fluorobenzoate